(1-((2-(3,5-dichloro-phenyl)-6-((6-(4-methyl-piperazin-1-yl)pyridin-3-yl)oxy)pyridin-4-yl) methyl)piperidin-4-yl) methylacetylcarbamate CN(C(OC1CCN(CC1)CC1=CC(=NC(=C1)OC=1C=NC(=CC1)N1CCN(CC1)C)C1=CC(=CC(=C1)Cl)Cl)=O)C(C)=O